C(C)C(CO)CC(CC)C 2-ethyl-4-methyl-1-hexanol